(Z)-4-(octadec-9-en-1-yl) 5-pentadecyl 2-methyl-2-(3-(4-methylpiperazin-1-yl)-propyl)-1,3-dioxolane-4,5-dicarboxylate CC1(OC(C(O1)C(=O)OCCCCCCCC\C=C/CCCCCCCC)C(=O)OCCCCCCCCCCCCCCC)CCCN1CCN(CC1)C